BrC1=CC(=C(C(=C1)C)N1N=C2N=C(NC(C2=C1)=O)C1=NC=NC=C1)C (4-bromo-2,6-dimethylphenyl)-6-(pyrimidin-4-yl)-2,5-dihydro-4H-pyrazolo[3,4-d]pyrimidin-4-one